CN(C1C(N(CCC1)C=1C=NC(=CC1)NC1=NC=CC(=N1)C1=CC2=C(C(=N1)F)N=C(N2C(C)C)C)=O)C 3-(Dimethylamino)-1-[6-[[4-(4-fluoro-1-isopropyl-2-methyl-imidazo[4,5-c]pyridin-6-yl)pyrimidin-2-yl]amino]-3-pyridinyl]piperidin-2-one